C(CCC)OC1=C(OCC2=C(C=CC(=C2F)F)OC)C=C(C(=C1)F)[N+](=O)[O-] 2-((2-butoxy-4-fluoro-5-nitrophenoxy)methyl)-3,4-difluoro-1-methoxybenzene